O1C[C@@H](OC2=NC=CC=C21)C2=CC=C(CNC1CCC1)C=C2 N-{4-[(3S)-2,3-dihydro[1,4]dioxino[2,3-b]pyridin-3-yl]benzyl}cyclobutanamine